2-(4-(6-((4-chloro-2-fluorobenzyl)oxy)pyridin-2-yl)cyclohex-3-en-1-yl)ethan-1-ol ClC1=CC(=C(COC2=CC=CC(=N2)C2=CCC(CC2)CCO)C=C1)F